Cl.Cl.C(C1=CN=CC=C1)#N nicotinonitrile dihydrochloride